(4-methoxy-3-(trifluoromethyl)phenyl)(2-ethylimidazo[1,2-a]pyrimidin-3-yl)methanone methyl-3-[(5-bromopyridin-3-yl)methoxy]-4-methylbenzoate COC(C1=CC(=C(C=C1)C)OCC=1C=NC=C(C1)Br)=O.COC1=C(C=C(C=C1)C(=O)C1=C(N=C2N1C=CC=N2)CC)C(F)(F)F